NC1=CC(=C(C=C1)N1CCC(=CC1)C#CC=1CCN(CC1)C(=O)OCC1=CC=CC=C1)F benzyl 4-[2-[1-(4-amino-2-fluoro-phenyl)-3,6-dihydro-2H-pyridin-4-yl]ethynyl]-3,6-dihydro-2H-pyridine-1-carboxylate